tris[N,N-bis(trimethylsilyl)amide] cerium (III) [Ce+3].C[Si]([N-][Si](C)(C)C)(C)C.C[Si]([N-][Si](C)(C)C)(C)C.C[Si]([N-][Si](C)(C)C)(C)C